ClC1=CC=C(CCSC2=CC=C(\C=C/3\C(=C(C4=CC(=CC=C34)F)CC(=O)O)C)C=C2)C=C1 (Z)-2-(1-(4-((4-chlorophenethyl)thio)benzylidene)-5-fluoro-2-methyl-1H-inden-3-yl)acetic acid